C(CCC)C1CCC(CC1)C1=CC=C(C=C1)C=1C(=CC(=NC1)N=C=S)Cl 5-[4-(4-butylcyclohexyl)phenyl]-4-chloro-2-isothiocyanatopyridine